C1(CCCCCC1)C1(C(NC2=C1C=NC=C2)=O)C2=CC=C(C=C2)O 3-cycloheptyl-3-(4-hydroxyphenyl)-1,3-dihydro-2H-pyrrolo[3,2-c]pyridin-2-one